C(C)(C)(C)OC(\C=C\C(=C)C1=C(C=C(C(=C1)OC)OC)C(NC=1C=CC=C2C=CC=NC12)=O)=O (E)-4-(4,5-dimethoxy-2-(quinolin-8-ylcarbamoyl)phenyl)penta-2,4-dienoic acid tert-butyl ester